(1-(1H-indol-3-yl)hexane-2-yl)-6-(4,4-dimethylpiperidin-1-yl)benzo[b]thiophene-2-carboxamide N1C=C(C2=CC=CC=C12)CC(CCCC)C=1C2=C(SC1C(=O)N)C=C(C=C2)N2CCC(CC2)(C)C